FCCCCCCCCOCCCCCCCCCCCCCC tetradecyl fluoroheptyl-methyl ether